FC1=C2C=C(NC2=CC=C1C1=C2C(=NC(=C1OC)OC)C(NC=C2C(=O)O)=O)C (4-fluoro-2-methyl-1H-indol-5-yl)-2,3-dimethoxy-8-oxopyrido[3,4-b]pyridine-5-carboxylic acid